tert-Butyl N-[(1s,4s)-4-{2-[(2-methoxyphenyl)amino]-7-oxo-5-[2-(triisopropylsilyl)ethynyl]pyrido[2,3-d]pyrimidin-8-yl}cyclohexyl]carbamate COC1=C(C=CC=C1)NC=1N=CC2=C(N1)N(C(C=C2C#C[Si](C(C)C)(C(C)C)C(C)C)=O)C2CCC(CC2)NC(OC(C)(C)C)=O